(S)-7-(4-(1-(methylsulfonyl)-piperidine-4-yl)phenyl)-N-(morpholine-2-ylmethyl)pyrido[3,4-b]pyrazine-5-amine acetate C(C)(=O)O.CS(=O)(=O)N1CCC(CC1)C1=CC=C(C=C1)C1=CC=2C(=NC=CN2)C(=N1)NC[C@@H]1CNCCO1